2-(1-(4-(4-Carboxyphenyl)-1H-pyrazol-1-yl)-2-((1S*,2R*)-2-(pyrrolidine-1-carbonyl)cyclopropyl)ethyl)-5-(5-chloro-2-(1H-tetrazol-1-yl)phenyl)pyridine 1-oxide C(=O)(O)C1=CC=C(C=C1)C=1C=NN(C1)C(C[C@H]1[C@@H](C1)C(=O)N1CCCC1)C1=[N+](C=C(C=C1)C1=C(C=CC(=C1)Cl)N1N=NN=C1)[O-] |o1:16,17|